5-(4-bromophenyl)-1H-tetrazole BrC1=CC=C(C=C1)C1=NN=NN1